4-[2-[4-[4-[(2,6-dioxo-3-piperidinyl)amino]phenyl]-1-piperidinyl]-2-oxo-ethyl]piperidine-1-carboxylic acid tert-butyl ester C(C)(C)(C)OC(=O)N1CCC(CC1)CC(=O)N1CCC(CC1)C1=CC=C(C=C1)NC1C(NC(CC1)=O)=O